C(C)(C)(C)OC=1C=C2CC[C@@H]([C@@H](C2=CC1)C1=CC=C(C=C1)OS(=O)(=O)C(C(C(C(F)(F)F)(F)F)(F)F)(F)F)C1=CC=CC=C1 [4-[(R,2S)-6-tert-butoxy-2-phenyl-tetralin-1-yl]phenyl]-1,1,2,2,3,3,4,4,4-nonafluorobutane-1-sulfonate